BrC1=CC=C(C2=CC=CC=C12)C(=O)O 4-bromo-1-naphthalic acid